8-bromo-2,2,4-trimethyl-6-(methylsulfonyl)-2H-benzo[b][1,4]Oxazin-3(4H)-one BrC1=CC(=CC2=C1OC(C(N2C)=O)(C)C)S(=O)(=O)C